1,2-bis(4-nitro-3-(trifluoromethyl)phenoxy)-1,2-diphenylethane [N+](=O)([O-])C1=C(C=C(OC(C(C2=CC=CC=C2)OC2=CC(=C(C=C2)[N+](=O)[O-])C(F)(F)F)C2=CC=CC=C2)C=C1)C(F)(F)F